C(C)(C)(C)OC(=O)N1[C@H]2CC([C@@H](C1)C2)N (1R,4R)-5-amino-2-azabicyclo[2.2.1]heptane-2-carboxylic acid tert-butyl ester